N(=C=O)CCCC 4-isocyanatobutan